1-(5-chloro-2-pyridinyl)-8-chloro-6-fluoro-1,4-dihydro-7-(3,5-dimethylpiperazin-1-yl)-4-oxo-3-quinolinecarboxylic acid ClC=1C=CC(=NC1)N1C=C(C(C2=CC(=C(C(=C12)Cl)N1CC(NC(C1)C)C)F)=O)C(=O)O